6-chloro-2,4-diphenylquinazoline ClC=1C=C2C(=NC(=NC2=CC1)C1=CC=CC=C1)C1=CC=CC=C1